ClC=1C=CC=C2C(C=C(OC12)C1=C(C=C(C=C1)C(F)(F)F)OCCCN1CC(CC1)S(=O)(=O)C)=O 8-chloro-2-[2-[3-(3-methylsulfonylpyrrolidin-1-yl)propoxy]-4-(trifluoromethyl)phenyl]chromen-4-one